C1(CCC1)N1C(=NNC1=O)C(=O)O 4-cyclobutyl-5-oxo-4,5-dihydro-1H-1,2,4-triazole-3-carboxylic acid